Cl.N[C@H](C(=O)OC1=CC=C(C=C1)C=CC(=CC(C=CC1=CC=C(C=C1)O)=O)O)C(C)C (S)-4-(3-hydroxy-7-(4-hydroxyphenyl)-5-oxohepta-1,3,6-trienyl)phenyl 2-amino-3-methylbutanoate HCl salt